ClC=1C=C(C=CC1F)[C@@H](NC(=O)N1[C@@H](C(NCC1)=O)C)C=1C=NC(=CC1)C(F)(F)F |o1:8| (2R)-N-((R or S)-(3-chloro-4-fluorophenyl)(6-(trifluoromethyl)pyridin-3-yl)methyl)-2-methyl-3-oxopiperazine-1-carboxamide